trimethylolpropane monoisostearate di-oleate C(CCCCCCC\C=C/CCCCCCCC)(=O)O.C(CCCCCCC\C=C/CCCCCCCC)(=O)O.C(CCCCCCCCCCCCCCC(C)C)(=O)O.C(O)C(CC)(CO)CO